ClC1=C2C(=NC=C1F)N(C=C2)[Si](C(C)C)(C(C)C)C(C)C 4-chloro-5-fluoro-1-(triisopropylsilyl)pyrrolo[2,3-b]pyridine